O1CC(C(C1)CO)CO (Tetrahydrofuran-3,4-diyl)dimethanol